(1,1-dimethylpropoxy)benzene CC(CC)(OC1=CC=CC=C1)C